2-(1,4-Diazepan-1-yl)-4-isobutyl-benzonitrile hydrochloride Cl.N1(CCNCCC1)C1=C(C#N)C=CC(=C1)CC(C)C